1-(2-acetyl-2-azaspiro[3.3]heptan-6-yl)-N-(4-(benzyloxy)-2-methylphenyl)-4-chloro-1H-pyrazole-5-carboxamide C(C)(=O)N1CC2(C1)CC(C2)N2N=CC(=C2C(=O)NC2=C(C=C(C=C2)OCC2=CC=CC=C2)C)Cl